4,5-Dihydro-pyridazin N=1N=CCCC1